C(C)(C)(C)OC(=O)N1CCC(CC1)(C#N)CC=1C=NC=CC1Br 4-((4-bromopyridin-3-yl)methyl)-4-cyanopiperidine-1-carboxylic acid tert-butyl ester